ClC=1C=C(C=CC1)CN1N=C(N=C1)C(=O)OC methyl 1-[(3-chlorophenyl) methyl]-1,2,4-triazole-3-carboxylate